methallyloxybenzene-sulfonic acid C(C(C)=C)OC1=C(C=CC=C1)S(=O)(=O)O